ClC1=C(CNC(OCCCC)=O)C(=CC(=C1)C=1N=C2SC3=C(N2C1)C=CC(=C3)C(NCCCN3CCCCC3)=O)F butyl (2-chloro-6-fluoro-4-(7-((3-(piperidin-1-yl)propyl)carbamoyl)benzo[d]imidazo[2,1-b]thiazol-2-yl)benzyl)carbamate